COC1=C(C(=CC=C1)OC)S(=O)(=O)NC1=NOC2=C1C[C@@H](C1=CC=C(C=C12)OC)C (S)-2,6-dimethoxy-N-(8-methoxy-5-methyl-4,5-dihydronaphtho[2,1-d]isoxazol-3-yl)benzenesulfonamide